2'-{[benzyl(2-hydroxyethyl)amino]methyl}-5'-chloro-7',8'-dihydro-6'H-spiro[cyclohexane-1,9'-furo[2,3-f]quinazoline]-7'-one C(C1=CC=CC=C1)N(CCO)CC1=CC=2C(=C3C4(NC(NC3=C(C2)Cl)=O)CCCCC4)O1